CN(C1=CC=C(C=C1)C1=NN=CO1)C 5-(4-(dimethylamino)phenyl)-1,3,4-oxadiazole